C(#N)C1=CC=C(OC2=CC(=NC=C2)C(=O)N[C@@H]2C(N(C3=C(OC2)C=CC(=C3)C#CC3(COC3)O)C)=O)C=C1 (S)-4-(4-cyanophenoxy)-N-(7-((3-hydroxyoxetan-3-yl)ethynyl)-5-methyl-4-oxo-2,3,4,5-tetrahydrobenzo[b][1,4]oxazepin-3-yl)pyridineamide